C(C)(C)(C)OC(=O)N1[C@H]2CN(C[C@@H]1CC2)C=2C=CC(=C(C(=O)N[C@H](C)C=1C=C(C=C(C1)O)C=1C=C(N(C1)C)C(=O)O)C2)C 4-[3-[(1R)-1-[[5-[(1R,5s)-8-tert-butoxycarbonyl-3,8-diazabicyclo[3.2.1]oct-3-yl]-2-methyl-benzoyl]amino]ethyl]-5-hydroxy-phenyl]-1-methyl-pyrrole-2-carboxylic acid